cyclopenta[a]phenanthrene-17-carbaldehyde C1=CC=CC2=CC=C3C=4CC=C(C4C=CC3=C12)C=O